C1(CC1)N(S(=O)(=O)N)C1CC1 N,N-dicyclopropylsulfamide